5-(5-[4,7-diazaspiro[2.5]octan-7-yl]thieno[2,3-d][1,3]thiazol-2-yl)-7-fluoro-2-methylindazole C1CC12NCCN(C2)C2=CC1=C(N=C(S1)C1=CC3=CN(N=C3C(=C1)F)C)S2